1-(3,3-difluoropropoxy)-1,1,2,3,3,3-hexafluoropropane FC(CCOC(C(C(F)(F)F)F)(F)F)F